C(C)(C)C1=C(C=CC=C1)C=1N=CC2=C(N1)C(=NN2)CC2=CC=C(C=C2)C=2N(C=C(N2)C(F)(F)F)C 5-(2-isopropylphenyl)-3-[[4-[1-methyl-4-(trifluoromethyl)imidazol-2-yl]phenyl]methyl]-1H-pyrazolo[4,3-d]pyrimidine